FC=1C=C(C(=C2C=C(NC12)S(=O)(=O)[C@H]1[C@@H](CCC1)C)C1=NN(C=N1)C)C 7-fluoro-5-methyl-4-(1-methyl-1H-1,2,4-triazol-3-yl)-2-(((trans)-2-methylcyclopentyl)sulfonyl)-1H-indole